O1C=CC2=C1C=CC(=C2)C=2OC1=C(C=C(C=C1C(C2C)=O)C)[C@@H](C)OC=2C(=NC(=CC2)Cl)C(=O)N 3-[(1R)-1-[2-(Benzofuran-5-yl)-3,6-dimethyl-4-oxo-chromen-8-yl]ethoxy]-6-chloro-pyridine-2-carboxamide